C[C@@H]\1CC(CCCCCCCCCC/C=C1)=O |r| (+-)-(4E)-3-methyl-4-cyclopentadecen-1-one